C1(=CC=C(C=C1)S(=O)(=O)[O-])C(C)C.[K+] potassium p-cumenesulfonate